N=1N(N=C2C1C=CC=C2)C=2C=C(C=CC2)N(C2=CC=C(C=C2)C2=CC1=CC=CC=C1C=C2)C2=CC(=CC=C2)N2N=C1C(=N2)C=CC=C1 bis-{3-(benzotriazole-2-yl)phenyl}-{4-(naphthalene-2-yl)phenyl}amine